2-(2,4-difluorophenyl)-2-(1-(4,5,6,7-tetrahydrothieno[3,2-c]pyridine-5-carbonyl)piperidin-4-ylidene)acetonitrile FC1=C(C=CC(=C1)F)C(C#N)=C1CCN(CC1)C(=O)N1CC2=C(CC1)SC=C2